N-[5-(2-chloro-5-fluorophenyl)-2-(3,3-difluoroazetidin-1-yl)-7-oxo-5H,6H,7H-pyrrolo[3,4-b]pyridin-4-yl]-3-fluoro-5-(trifluoromethyl)benzamide manganese [Mn].ClC1=C(C=C(C=C1)F)C1NC(C2=NC(=CC(=C21)NC(C2=CC(=CC(=C2)C(F)(F)F)F)=O)N2CC(C2)(F)F)=O